C(C=C)C1(C(N(C(C(C1)C1=CC(=CC=C1)Cl)C1=CC=C(C=C1)Cl)C(C1CC1)C1CC1)=O)C 3-allyl-5-(3-chlorophenyl)-6-(4-chlorophenyl)-1-(dicyclopropylmethyl)-3-methylpiperidin-2-one